N,N-dimethylanilinium benzyltris(pentafluorophenyl)borate C(C1=CC=CC=C1)[B-](C1=C(C(=C(C(=C1F)F)F)F)F)(C1=C(C(=C(C(=C1F)F)F)F)F)C1=C(C(=C(C(=C1F)F)F)F)F.C[NH+](C1=CC=CC=C1)C